N1=CC=C(C=C1)C1=CC=NC=C1 bipyridin-4-yl